C[C@H]1CN(S(O1)(=O)=O)C(=O)OC(C)(C)C tert-butyl (S)-5-methyl-1,2,3-oxathiazolidine-3-carboxylate 2,2-dioxide